BrC=1C=NN(C1)CCCCBr 4-bromo-1-(4-bromobutyl)pyrazole